3-methyl-6-oxo-1,6-dihydropyrazine-2-carboxamide CC1=C(NC(C=N1)=O)C(=O)N